N-(3-methylbut-2-en-1-yl)-N-(1,3-dimethyl-2,4-dioxo-1,2,3,4-tetrahydropyrimidin-5-yl)-3-(4-(4-methoxybenzoyl)piperazin-1-yl)propionamide CC(=CCN(C(CCN1CCN(CC1)C(C1=CC=C(C=C1)OC)=O)=O)C=1C(N(C(N(C1)C)=O)C)=O)C